3-(1-oxo-5-((4-(thieno[2,3-d]pyrimidin-4-yl)-3,6-dihydropyridin-1(2H)-yl)methyl)isoindolin-2-yl)piperidine-2,6-dione O=C1N(CC2=CC(=CC=C12)CN1CCC(=CC1)C=1C2=C(N=CN1)SC=C2)C2C(NC(CC2)=O)=O